BrC1=C(C=C2C(=C(C=NC2=C1F)[N+](=O)[O-])NC(C)C1CNC1)Cl 3-(1-((7-bromo-6-chloro-8-fluoro-3-nitroquinolin-4-yl)amino)ethyl)azetidine